3-(3-acetyl-4-hydroxyphenoxy)cinnamic acid propyl ester C(CC)OC(C=CC1=CC(=CC=C1)OC1=CC(=C(C=C1)O)C(C)=O)=O